C(CCCCCCCCCCCCCCCCC)(=O)[O-].C[Al+2].C(CCCCCCCCCCCCCCCCC)(=O)[O-] methyl-aluminum stearate